7-((1-acetylpiperidin-4-yl)methoxy)-5-fluoro-2-((piperidin-4-ylthio)methyl)quinazolin-4(3H)-one C(C)(=O)N1CCC(CC1)COC1=CC(=C2C(NC(=NC2=C1)CSC1CCNCC1)=O)F